4-((5-methyl-7-(piperidin-1-yl)-[1,2,4]triazolo[1,5-a]pyrimidin-6-yl)methyl)benzenesulfonamide CC1=NC=2N(C(=C1CC1=CC=C(C=C1)S(=O)(=O)N)N1CCCCC1)N=CN2